7-Methyl-6-nitro[1,2,4]triazolo[4,3-a]pyridine CC1=CC=2N(C=C1[N+](=O)[O-])C=NN2